ClC1=CC=C(CNC(=O)NCCCCC2CCN(CC2)C(=O)C2CC(NCC2)=O)C=C1 1-(4-chlorobenzyl)-3-(4-(1-(2-oxopiperidin-4-carbonyl)piperidin-4-yl)butyl)urea